maleimidoacetyl-N-hydroxysuccinimide C1(C=CC(N1CC(=O)C1C(=O)N(C(C1)=O)O)=O)=O